2-bromo-5-(5-methyl-3-piperazin-1-yl-pyrazol-1-yl)phenol BrC1=C(C=C(C=C1)N1N=C(C=C1C)N1CCNCC1)O